NC1=C(C(N(C2=CC(=CC=C12)C(F)(F)F)C=1C=NN(C1)C1OCCCC1)=O)C(=O)OC Methyl 4-amino-2-oxo-1-(1-(tetrahydro-2H-pyran-2-yl)-1H-pyrazol-4-yl)-7-(trifluoro methyl)-1,2-dihydroquinoline-3-carboxylate